C1CC12N[C@H](CC2)CO (R)-(4-azaspiro[2.4]heptan-5-yl)methanol